2-(5-bromothiophen-2-yl)ACETIC ACID BrC1=CC=C(S1)CC(=O)O